BrC(C(CCC(=O)O)(F)F)(F)F 5-bromo-4,4,5,5-tetrafluoropentanoic acid